tert-butyl (1-(4-cyanophenyl)cyclopropyl)carbamate C(#N)C1=CC=C(C=C1)C1(CC1)NC(OC(C)(C)C)=O